undecyl 2-methyl-10-((9Z,12Z)-octadeca-9,12-dien-1-yl)-6-oxo-7-oxa-2,5,10-triazahexadecan-16-oate CN(C)CCNC(OCCN(CCCCCC(=O)OCCCCCCCCCCC)CCCCCCCC\C=C/C\C=C/CCCCC)=O